CC=1N=CN(C1)C1=C(C=C(C=C1)C(F)(F)F)[N+](=O)[O-] (4-methyl-1H-imidazol-1-yl)-5-(trifluoromethyl)nitrobenzene